trans-4-((3-(1-Cyclopropyl-1H-pyrazol-4-yl)phenyl) ((trans-4-(4-methoxy-3-methylphenyl)-cyclohexyl)methyl)carbamoyl)cyclohexyl ((1H-imidazol-4-yl)methyl)carbamate N1C=NC(=C1)CNC(O[C@@H]1CC[C@H](CC1)C(N(C[C@@H]1CC[C@H](CC1)C1=CC(=C(C=C1)OC)C)C1=CC(=CC=C1)C=1C=NN(C1)C1CC1)=O)=O